[N+](=O)([O-])C1=C(C=CC=C1)S(=O)(=O)NCC#C 2-Nitro-N-(prop-2-yn-1-yl)benzenesulfonamide